1-Fluoro-N-[(2R)-2-hydroxybutyl]naphthalene-2-sulfonamide FC1=C(C=CC2=CC=CC=C12)S(=O)(=O)NC[C@@H](CC)O